ClC1=NC=CC(=C1)ONC1=CC(=CC=C1)F (2-chloropyridin-4-yl)oxy-3-fluoroaniline